2,3,6,7,8,9,10,11-octahydrocycloocta[g]phthalazine-1,4-dione C1(NNC(C=2C=C3C(=CC12)CCCCCC3)=O)=O